2,8-dimethyl-4-(4,4,4-trifluorobutyl)quinazolin-5-ol CC1=NC=2C(=CC=C(C2C(=N1)CCCC(F)(F)F)O)C